N-(3-(4-morpholino-6-(pyridin-3-yl)thieno[3,2-d]pyrimidin-2-yl)phenyl)thiazole-4-carboxamide O1CCN(CC1)C=1C2=C(N=C(N1)C=1C=C(C=CC1)NC(=O)C=1N=CSC1)C=C(S2)C=2C=NC=CC2